2-(2,7-dimethyl-2H-indazol-5-yl)-7-[(3R)-3-methylpiperazin-1-yl]-4H-pyrido[1,2-a]pyrimidin-4-one CN1N=C2C(=CC(=CC2=C1)C=1N=C2N(C(C1)=O)C=C(C=C2)N2C[C@H](NCC2)C)C